C(C)(C)(C)C=1C=C(C2=C([N+](=CO2)C2=CC=CC=C2)C1)C(C)(C)C 5,7-ditert-butyl-3-phenyl-1,3-benzoxazol-3-ium